(E)-5,5-dimethyl-2-(6-methyl-1H-1,5-diazainden-2-ylcarbonylamino)-3-hexenoic acid CC(/C=C/C(C(=O)O)NC(=O)C=1NC2=CC(=NC=C2C1)C)(C)C